ClC=1C(=CC(=C(C1)N1C(C=CC2=CC(=CC=C12)S(=O)(=O)NC=1N=NC=CC1)=O)OC)[C@@H]1C[C@H](C1)C(F)(F)F Trans-(P)-1-(5-chloro-2-methoxy-4-(3-(trifluoromethyl)cyclobutyl)phenyl)-2-oxo-N-(pyridazin-3-yl)-1,2-dihydroquinoline-6-sulfonamide